ethyl 4-(2-(4-morpholinophenyl-amino)pyrimidin-4-yl)benzoate O1CCN(CC1)C1=CC=C(C=C1)NC1=NC=CC(=N1)C1=CC=C(C(=O)OCC)C=C1